FC(COC1(C([Te]CCC1)(OCC(F)(F)F)OCC(F)(F)F)OCC(F)(F)F)(F)F Tetrakis(2,2,2-Trifluoroethoxy)Tellurane